C(#N)C=1C=C(C=CC1)C=1N=C(SC1C1=CC(=NC(=C1)C)C)NC(=O)N1CCN(CC1)S(=O)(=O)C N-[4-(3-cyanophenyl)-5-(2,6-dimethyl-4-pyridinyl)thiazol-2-yl]-4-methylsulfonyl-piperazine-1-carboxamide